ClC(CN1C(N=C(C2=CC=CC(=C12)F)C=1C=NC(=C(C1)C)C(F)F)(C)C)Cl 1-(2,2-dichloroethyl)-4-(6-(difluoromethyl)-5-methylpyridin-3-yl)-8-fluoro-2,2-dimethyl-1,2-dihydroquinazoline